O=C1C2=C(N=C3N1C=1C=CC=CC1C3)N=CC=C2 5-oxopyrido[2',3':4,5]pyrimido[1,2-a]indol